(2S,4S)-4-[3-[2-[5-[(2-carboxybenzoyl)amino]pentyl]indazol-4-yl]phenoxy]-1-[1-(2-chloro-4-fluoro-phenyl)pyrazole-4-carbonyl]pyrrolidine-2-carboxylic acid C(=O)(O)C1=C(C(=O)NCCCCCN2N=C3C=CC=C(C3=C2)C=2C=C(O[C@H]3C[C@H](N(C3)C(=O)C=3C=NN(C3)C3=C(C=C(C=C3)F)Cl)C(=O)O)C=CC2)C=CC=C1